2-[4-(4-hydroxymethylpiperidin-1-yl)-6-[4-(1H-tetrazol-5-yl)-benzylamino]-pyrimidin-2-ylamino]-4-methyl-thiazole-5-carboxylic acid ethyl ester C(C)OC(=O)C1=C(N=C(S1)NC1=NC(=CC(=N1)N1CCC(CC1)CO)NCC1=CC=C(C=C1)C1=NN=NN1)C